1-(1-(1-(butylsulfonyl)pyrrolidin-3-yl)-6-(phenylsulfonyl)-1,6-dihydroimidazo[4,5-d]pyrrolo[2,3-b]pyridin-2-yl)ethanol C(CCC)S(=O)(=O)N1CC(CC1)N1C(=NC=2C1=C1C(=NC2)N(C=C1)S(=O)(=O)C1=CC=CC=C1)C(C)O